5-(benzyloxy)-7-methylbicyclo[4.2.0]octa-1(6),2,4-trien-7-ol C(C1=CC=CC=C1)OC1=CC=CC=2CC(C12)(O)C